4-[(3-{4-[(1,1-dioxo-1λ6-thian-4-yl)amino]-1-(2,2,2-trifluoroethyl)-1H-indol-2-yl}prop-2-yn-1-yl)amino]-3-methoxybenzene-1-sulfonamide O=S1(CCC(CC1)NC1=C2C=C(N(C2=CC=C1)CC(F)(F)F)C#CCNC1=C(C=C(C=C1)S(=O)(=O)N)OC)=O